2-(methoxymethyl)cyclopent-1-ene-1-carboxamide chloride [Cl-].COCC1=C(CCC1)C(=O)N